F[C@H]1C[C@@H](N(C1)C(=O)OC(C)(C)C)C1=C(C=CC(=C1)F)SC tert-Butyl (2R,4S)-4-fluoro-2-[5-fluoro-2-(methylsulfanyl)phenyl]pyrrolidine-1-carboxylate